COC=1C=C(C=C(C1CNC[C@H]1NC(CC1)=O)OC)N1C=CC2=C(C=CC=C12)C1=C2CCN(C2=CC=C1)C1=CC(=C(CNC[C@@H]2CCC(N2)=O)C(=C1)OC)OC (S)-5-(((4-(4-(1-(3,5-dimethoxy-4-(((((S)-5-oxopyrrolidin-2-yl)methyl)amino)methyl)phenyl)-1H-indol-4-yl)indolin-1-yl)-2,6-dimethoxybenzyl)amino)methyl)pyrrolidin-2-one